2-((4-(di(pyridin-4-yl)methyl)piperazin-1-yl)methyl)-4-((2-(dimethylamino)ethyl)(methyl)amino)benzonitrile N1=CC=C(C=C1)C(N1CCN(CC1)CC1=C(C#N)C=CC(=C1)N(C)CCN(C)C)C1=CC=NC=C1